COC(=O)C1=CC2=C(C(=C(CCC2)Br)C2=CC=C(C=C2)CC2CN(CC2)CCC(F)F)C=C1.ClC1=C(C=C(C=C1)I)CC1=CC=C(C=C1)OC 1-chloro-4-iodo-2-(4-methoxybenzyl)benzene methyl-8-bromo-9-(4-((1-(3,3-difluoropropyl)pyrrolidin-3-yl)methyl)phenyl)-6,7-dihydro-5H-benzo[7]annulene-3-carboxylate